C(C)N1C=C(C(C2=CC(=C(C(=C12)F)N1CC(N(CC1)C)C)F)=O)C=1SC(=NN1)NC(=O)NC1=CN(C2=CC(=C(C=C2C1=O)F)N1CCN(CC1)C)CC 1-{2-[1-ethyl-6,8-difluoro-7-(3,4-dimethylpiperazin-1-yl)-quinolin-4(1H)-one-3-yl]-1,3,4-thiadiazol-5-yl}-3-[1-ethyl-6-fluoro-7-(4-methylpiperazin-1-yl)-quinolin-4(1H)-one-3-yl]-urea